C(C1=CC=CC=C1)OC1=CC=C(C=N1)CNC([O-])=O [(6-benzyloxy-3-pyridyl)methyl]carbamate